P(=O)(OC1=C(C=CC=C1)CCOC(C(=C)C)=O)(O)[O-] 2-Methacryloyloxyethylphenyl hydrogen phosphate